C(C1=CC=CC=C1)N1CCN(CC1)C1=NC=CC=C1NC(C)=O N-(2-(4-benzylpiperazin-1-yl)pyridin-3-yl)acetamide